C(C)(C)(C)C(C(Cl)(C)C)C tert-butyldimethyl-chloropropane